ClC1=NC=NC2=C(C=CC=C12)OC(F)(F)F 4-chloro-8-(trifluoromethoxy)quinazoline